ClC=1C=C(C=C(C1)C#N)C(C)(C)C1=CC=C(OCC2=NC(=NC=C2)N2CC3C(C2)CN(C3)C3CCN(CC3)C(=O)OC(C)(C)C)C=C1 tert-butyl 4-(5-(4-((4-(2-(3-chloro-5-cyanophenyl)propan-2-yl)phenoxy)methyl)pyrimidin-2-yl)hexahydropyrrolo[3,4-c]pyrrol-2(1H)-yl)piperidine-1-carboxylate